N,N-dibenzyl-L-phenylalanine benzyl ester hydrochloride Cl.C(C1=CC=CC=C1)OC([C@@H](N(CC1=CC=CC=C1)CC1=CC=CC=C1)CC1=CC=CC=C1)=O